3-(1-isopropyl-1H-indol-5-yl)-5-(3-methylpyridin-4-yl)-1,2,4-oxadiazole C(C)(C)N1C=CC2=CC(=CC=C12)C1=NOC(=N1)C1=C(C=NC=C1)C